(R)-N-((R)-cyclopropyl(2-fluoro-4-(trifluoromethyl)phenyl)methyl)pyrrolidine-2-carboxamide C1(CC1)[C@@H](NC(=O)[C@@H]1NCCC1)C1=C(C=C(C=C1)C(F)(F)F)F